ClC=1N=CC=C2C1SC=C2 7-chloro-thieno[2,3-c]pyridine